CN(C=1C2=C(N=CN1)C=CN=C2)C2CCNCC2 N-methyl-N-(piperidin-4-yl)pyrido[4,3-d]pyrimidin-4-amine